(4-(4,4,5,5-tetramethyl-1,3,2-dioxaborolan-2-yl)thiophene-2-yl)methanol CC1(OB(OC1(C)C)C=1C=C(SC1)CO)C